2-methoxy-N-(4-methoxybenzo[d]isoxazol-3-yl)-6-((2-methoxypyridin-4-yl)methoxy)benzenesulfonamide COC1=C(C(=CC=C1)OCC1=CC(=NC=C1)OC)S(=O)(=O)NC1=NOC2=C1C(=CC=C2)OC